BrC=1C(=CC=2C3=C(C(=NC2C1F)SC)N=C(N3C3C1CN(C3C1)C(=O)OC(C)(C)C)CCC(=O)O)CCC#N 3-(7-Bromo-1-((endo)-2-(tert-butoxycarbonyl)-2-azabicyclo[2.1.1]hexan-5-yl)-8-(2-cyanoethyl)-6-fluoro-4-(methylthio)-1H-imidazo[4,5-c]quinolin-2-yl)propanoic acid